N-[(1R)-1-[3-amino-5-(trifluoromethyl)phenyl]ethyl]-2-methyl-5H,6H,7H,8H,9H-pyrimido[5,4-c]azepin-4-amine HCl salt Cl.NC=1C=C(C=C(C1)C(F)(F)F)[C@@H](C)NC1=NC(=NC2=C1CNCCC2)C